FCCC(C)S(=O)(=O)C1=CC=C(C=C1)C=1C(=NC=CN1)N (4-(4-fluorobutan-2-ylsulfonyl)phenyl)pyrazin-2-amine